2-chloro-N-(1-(4-(trifluoromethyl)benzyl)-1H-indazol-3-yl)benzamide ClC1=C(C(=O)NC2=NN(C3=CC=CC=C23)CC2=CC=C(C=C2)C(F)(F)F)C=CC=C1